C[C@@H]1CN(C[C@@H](N1)C)C=1C2=CN(N=C2C(=CC1)S(=O)(=O)NC=1C=C(C=2N(C1)C=C(N2)C)F)C 4-[(3R,5S)-3,5-dimethylpiperazin-1-yl]-N-(8-fluoro-2-methyl-imidazo[1,2-a]pyridin-6-yl)-2-methyl-indazole-7-sulfonamide